2-[(2-fluoro[1,1'-biphenyl]-3-yl)methylpyrrolidin-3-yl]ethanesulfonamide FC1=C(C=CC=C1CN1CC(CC1)CCS(=O)(=O)N)C1=CC=CC=C1